6-(cyclopropanecarboxamido)-4-((8-fluoro-2,5-dimethyl-1-oxo-1,2,4,5-tetrahydro-[1,2,4]triazolo[4,3-a]quinoxalin-6-yl)amino)-N-(methyl-d3)pyridazine-3-carboxamide C1(CC1)C(=O)NC1=CC(=C(N=N1)C(=O)NC([2H])([2H])[2H])NC1=C2N(CC=3N(C2=CC(=C1)F)C(N(N3)C)=O)C